3-trans-methoxycyclobutanol COC1(CCC1)O